17,21-dihydroxypregn-4-ene O[C@]1(CCO)CC[C@H]2[C@@H]3CCC4=CCCC[C@]4(C)[C@H]3CC[C@]12C